(2,2-dichloro-cyclopropyl)methanol ClC1(C(C1)CO)Cl